C(C)O[Si](CCCC(CC(=O)O)C(=O)NCCC[Si](OCC)(OCC)OCC)(OCC)OCC 6-(triethoxysilyl)-3-[[[3-(triethoxysilyl)propyl]amino]carbonyl]hexanoic acid